4-hydroxy-N-(3-(5-iodopyridin-2-yl)isoxazol-5-yl)benzamide OC1=CC=C(C(=O)NC2=CC(=NO2)C2=NC=C(C=C2)I)C=C1